5-Methyl-N-((1s,4s)-4-((7-morpholino-1,6-naphthyridin-5-yl)oxy)cyclohexyl)-5H-pyrrolo[3,2-d]pyrimidin-2-amine CN1C=CC=2N=C(N=CC21)NC2CCC(CC2)OC2=C1C=CC=NC1=CC(=N2)N2CCOCC2